benzo[d]thiazole-2,5-diamine S1C(=NC2=C1C=CC(=C2)N)N